4-methoxy-o-hydroxycinnamic acid COC1=CC(=C(C=CC(=O)O)C=C1)O